ClC1=C(C=CC=C1)NC(=S)C1=C(CCN(C1=O)C(=O)OC(C)(C)C)O tert-Butyl 5-((2-chlorophenyl)carbamothioyl)-4-hydroxy-6-oxo-3,6-dihydropyridine-1(2H)-carboxylate